1-benzhydryl-azetidine-3-ol C(C1=CC=CC=C1)(C1=CC=CC=C1)N1CC(C1)O